(5-fluoro-4-hydroxybenzo[d]thiazol-2-yl)carbamic acid tert-butyl ester C(C)(C)(C)OC(NC=1SC2=C(N1)C(=C(C=C2)F)O)=O